CC(NC1CCCC1)(C)C(=O)O α-methylcyclopentyl-alanine